3-(3-{6-amino-1H,1aH,6H,6aH-cyclopropa[a]inden-3-yl}-5-(pyrazol-1-yl)imidazo[4,5-b]pyridin-2-yl)pyridin-2-amine NC1C2C(C=3C=C(C=CC13)N1C(=NC=3C1=NC(=CC3)N3N=CC=C3)C=3C(=NC=CC3)N)C2